SC(C(S)(S)O)(S)O tetramercaptoethylene glycol